C(N)(=O)CC[C@H](NS(=O)C(C)(C)C)C1=NC=CC(=C1)CCCCCC(=O)OC methyl 6-[2-[(1S)-3-carbamoyl-1-[(2-methylpropane-2-sulfinyl)amino] propyl]pyridin-4-yl]hexanoate